4,4'-{[4-hydroxy-1-phenyl-3-(2,2,2-trifluoroethan-1-on-1-yl)quinolin-2(1H)-on-7-yl]imino}bisbenzonitril OC1=C(C(N(C2=CC(=CC=C12)N(C1=CC=C(C#N)C=C1)C1=CC=C(C#N)C=C1)C1=CC=CC=C1)=O)C(C(F)(F)F)=O